(2S)-4-(3,4-difluorophenyl)-2-methyl-1-tosylpiperidine-4-carbonitrile FC=1C=C(C=CC1F)C1(C[C@@H](N(CC1)S(=O)(=O)C1=CC=C(C)C=C1)C)C#N